(S)-3-(3-fluoro-4-(6-(2-ethyl-2H-tetrazol-5-yl)pyridin-3-yl)phenyl)-5-(hydroxymethyl)oxazolidin-2-one FC=1C=C(C=CC1C=1C=NC(=CC1)C=1N=NN(N1)CC)N1C(O[C@@H](C1)CO)=O